(3S,5S,8R,9S,10S,13S,14S)-3-hydroxy-10,13-dimethylhexadecahydro-17H-cyclopenta[a]phenanthren-17-one O[C@H]1CC[C@@]2([C@H]3CC[C@@]4(C(CC[C@H]4[C@@H]3CC[C@H]2C1)=O)C)C